N1(C=NC=C1)C=1C=CC(=C(C1)O)C=1N=NC(=CN1)SCCCNC 5-(1H-imidazol-1-yl)-2-(6-((3-(methylamino)propyl)thio)-1,2,4-triazin-3-yl)phenol